tert-butyl ((trans)-3-((S)-1-(4-fluorophenyl)-1,2,3,4-tetrahydroisoquinoline-2-carboxamido)-3-methylcyclobutyl)carbamate FC1=CC=C(C=C1)[C@@H]1N(CCC2=CC=CC=C12)C(=O)NC1(CC(C1)NC(OC(C)(C)C)=O)C